5-(2-(3-methoxy-4-(pyridin-4-yl)phenylamino)-5-fluoropyrimidin-4-ylamino)benzo[d]oxazol-2(3H)-one formate salt C(=O)O.COC=1C=C(C=CC1C1=CC=NC=C1)NC1=NC=C(C(=N1)NC=1C=CC2=C(NC(O2)=O)C1)F